COC1=CC=C(C=C1)N1C(SC=C1)=N 3-(4-methoxyphenyl)thiazol-2(3H)-imine